CC1=C(N=C(N1)C1=NC=CC(=C1)C=1C=NC=C(C1)N1CCOCC1)CN[C@H]1COCC1 (3R)-N-{[5-Methyl-2-(5-morpholin-4-yl-3,4'-bipyridin-2'-yl)-1H-imidazol-4-yl]methyl}tetrahydrofuran-3-amin